(±)-1-(6-(benzyloxy)-7-methoxy-1,2,3,4-tetrahydroisoquinolin-1-yl)-3-(tert-butoxy)propan-2-one C(C1=CC=CC=C1)OC=1C=C2CCN[C@@H](C2=CC1OC)CC(COC(C)(C)C)=O |r|